CC1=C(OC2=C(C=C(C=C2C1=O)C)[C@@H](C)NC1=C(C(=O)O)C=CC=C1)N1CC(C1)(C1=CC=CC=C1)C 2-[[(1R)-1-[3,6-Dimethyl-2-(3-methyl-3-phenyl-azetidin-1-yl)-4-oxo-chromen-8-yl]ethyl]amino]benzoic Acid